tert-Butyl [1-(hydroxymethyl)cyclopropyl]carbamate OCC1(CC1)NC(OC(C)(C)C)=O